CC1=NC(=CC2=C1N(C1=CC=CC=C21)CC2=CC(=CC=C2)C)C=O 1-methyl-9-(3-methylbenzyl)-9H-pyrido[3,4-b]indole-3-carbaldehyde